1-(4-{[2-(3-{[2-(2-fluoroethoxy)-4-methanesulfonylphenyl]amino}prop-1-yn-1-yl)-1-(2,2,2-trifluoroethyl)-1H-indol-4-yl]amino}piperidin-1-yl)-3-methoxypropan-2-ol FCCOC1=C(C=CC(=C1)S(=O)(=O)C)NCC#CC=1N(C2=CC=CC(=C2C1)NC1CCN(CC1)CC(COC)O)CC(F)(F)F